C[Si](CCOC(CCCCCNC(C1=CC(=CC(=C1)NC(C=C=C)=O)NC(C=C=C)=O)=O)=O)(C)C 2-(trimethylsilyl)ethyl-6-(3,5-di(buta-2,3-dienamido)benzamido)hexanoate